C(O)([O-])=O.[K+] potassium (hydrogen) carbonate